1,3-butane-diol C(CC(C)O)O